F[B-](F)(F)F.C(CC)N1C=[N+](C=C1)C 1-propyl-3-methylimidazolium tetrafluoroborate